C(C)(C)(C)C1=CC=C(C=C1)C=1C2=CC=C(N2)C(=C2C=CC(C(=C3C=CC(=C(C=4C=CC1N4)C4=CC=C(C=C4)C(C)(C)C)N3)C3=CC=C(C=C3)C(C)(C)C)=N2)C2=CC=C(C=C2)C(C)(C)C 5,10,15,20-tetrakis(4-t-butylphenyl)porphyrin